C(C1=CC=CC=C1)N1CCN(CCCN(CC1)CC=1C(=C(C=C(C1)C)CNC(CO)CO)O)CC=1C(=C(C=C(C1)C)CNC(CO)CO)O 2,2'-{(4-benzyl-1,4,7-triazecane-1,7-diyl)bis[methylene(2-hydroxy-5-methyl-3,1-phenylene)methyleneazanediyl]}di(propane-1,3-diol)